CN1C(N(C2=C1C=CC(=C2)NC=2C=C1CCN(C1=CC2)C)C)=O 1,3-dimethyl-5-((1-methylindolin-5-yl)amino)-1,3-dihydro-2H-benzo[d]imidazol-2-one